Methyl 2-[1-(3-chlorophenyl)-1H-pyrazol-3-yl]acetate ClC=1C=C(C=CC1)N1N=C(C=C1)CC(=O)OC